(1R)-5-bromo-6-methoxy-1-methyl-1,2,3,4-tetrahydroisoquinoline BrC1=C2CCN[C@@H](C2=CC=C1OC)C